[C@H](C)(CC)[C@@H]1N(CC2=C(NC1=O)C(=CC=C2)F)C(=O)N2CC(C2)O (S)-3-((S)-sec-butyl)-9-fluoro-4-(3-hydroxyazetidine-1-carbonyl)-1,3,4,5-tetrahydro-2H-benzo[e][1,4]diazepin-2-one